ClC=1C=CC(=C2C=NN(C12)C)OC1=CC=C(C=C1)C1=CC(=CC(=N1)C(=O)N)[C@@H](CO)O (S)-6-(4-((7-chloro-1-methyl-1H-indazol-4-yl)oxy)phenyl)-4-(1,2-dihydroxyethyl)pyridinecarboxamide